Methyl 2-(1-(4-oxobutyl)-2,3-dihydro-1H-phenalen-1-yl)acetate O=CCCCC1(CCC2=CC=CC3=CC=CC1=C23)CC(=O)OC